FC1(CC(C1)(C1=NN=CN1C)C=1C=C(C=CC1)N1C(C2=CC(=CC(=C2C1)C(F)(F)F)CNC1(CCC1)C)=O)F 2-(3-(3,3-difluoro-1-(4-methyl-4H-1,2,4-triazol-3-yl)cyclobutyl)phenyl)-6-(((1-methylcyclobutyl)amino)methyl)-4-(trifluoromethyl)isoindolin-1-one